(R)-3-(1-aminoethyl)-2-methylbenzeneNitrile hydrochloride Cl.N[C@H](C)C=1C(=C(C=CC1)C#N)C